(E)-4,4,5,5-tetramethyl-2-(5-(2-nitrovinyl)thiophen-3-yl)-1,3,2-dioxaborolane CC1(OB(OC1(C)C)C1=CSC(=C1)\C=C\[N+](=O)[O-])C